FC=1C=C(C=C(C1CN[C@H]1CNC(C1)=O)OC)C=1C(=C(C=CC1)C1=C(C(=CC=C1)NC(=O)C1=CN=CN(C1=O)C)C)C (R)-N-(3''-fluoro-5''-methoxy-2,2'-dimethyl-4''-(((5-oxopyrrolidin-3-yl)amino)methyl)-[1,1':3',1''-terphenyl]-3-yl)-1-methyl-6-oxo-1,6-dihydropyrimidine-5-carboxamide